4-methyl-5-phenylsulfanyl-1,2,4-triazol CN1C=NN=C1SC1=CC=CC=C1